(R)-2-(2,5-dimethyl-2H-1,2,3-triazol-4-yl)-N-(2-methyl-5-(2-(2-methylpyrrolidin-1-yl)acetamido)pyridin-3-yl)pyrazolo[5,1-b]thiazole-7-carboxamide CN1N=C(C(=N1)C1=CN2C(S1)=C(C=N2)C(=O)NC=2C(=NC=C(C2)NC(CN2[C@@H](CCC2)C)=O)C)C